phenylmethanesulphonate C1(=CC=CC=C1)CS(=O)(=O)[O-]